tert-butyl (1R,5S)-8-(2-phenylpropan-2-yl)-3,8-diazaspiro[bicyclo[3.2.1]octane-6,1'-cyclopropane]-3-carboxylate C1(=CC=CC=C1)C(C)(C)N1[C@H]2CN(C[C@@H]1C1(CC1)C2)C(=O)OC(C)(C)C